2-(4-iodophenylethynyl)aniline IC1=CC=C(C=C1)C#CC1=C(N)C=CC=C1